2-Methyl-4-[5-methyl-4-(2-oxo-2,3-dihydro-benzooxazol-5-ylamino)-pyrimidin-2-ylamino]-benzoic acid CC1=C(C(=O)O)C=CC(=C1)NC1=NC=C(C(=N1)NC=1C=CC2=C(NC(O2)=O)C1)C